CC=1C=C(CN2CC(CCC2)C2=NN(C(N2)=O)C=2C=CC=C3C=CC(NC23)=O)C=C(C1)C 8-(3-(1-(3,5-dimethylbenzyl)piperidin-3-yl)-5-oxo-4,5-dihydro-1H-1,2,4-triazol-1-yl)quinolin-2(1H)-one